pentaerythritol tetrakis[3-[3,5-di(tert-butyl)-4-hydroxyphenyl] propionate] C(C)(C)(C)C=1C=C(C=C(C1O)C(C)(C)C)CCC(=O)OCC(COC(CCC1=CC(=C(C(=C1)C(C)(C)C)O)C(C)(C)C)=O)(COC(CCC1=CC(=C(C(=C1)C(C)(C)C)O)C(C)(C)C)=O)COC(CCC1=CC(=C(C(=C1)C(C)(C)C)O)C(C)(C)C)=O